5-(4-(4-(3-chloro-2-hydroxyphenyl)piperazin-1-yl)butoxy)-1,1a,3,7b-tetrahydro-2H-cyclopropa[c]quinolin-2-one ClC=1C(=C(C=CC1)N1CCN(CC1)CCCCOC=1C=CC=2C3C(C(NC2C1)=O)C3)O